methyl 2-(1-(naphthyl)-4-p-toluenesulfonyl-1H-imidazol-5-yl)-2-phenylacetate C1(=CC=CC2=CC=CC=C12)N1C=NC(=C1C(C(=O)OC)C1=CC=CC=C1)S(=O)(=O)C1=CC=C(C)C=C1